C(C)OC(C(F)ON1[C@@H]2C=C([C@H](N(C1=O)C2)C(N)=O)C)=O.FC2=CC(=C(C=C2)NC(C2=CC=CC=C2)=O)[N+](=O)[O-] N-(4-fluoro-2-nitrophenyl)benzamide ethyl-2-(((2s,5r)-2-carbamoyl-3-methyl-7-oxo-1,6-diazabicyclo[3.2.1]oct-3-en-6-yl)oxy)-2-fluoroacetate